2-[3-(difluoromethyl)-5-methyl-pyrazol-1-yl]-6-[5-[2-(dimethylamino)ethoxy]-6-[(6-methylpyridazin-3-yl)amino]benzimidazol-1-yl]pyridine-3-carbonitrile FC(C1=NN(C(=C1)C)C1=NC(=CC=C1C#N)N1C=NC2=C1C=C(C(=C2)OCCN(C)C)NC=2N=NC(=CC2)C)F